5-ethyl-N-(2-naphthyl)-1H-pyrrole-2-carboxamide C(C)C1=CC=C(N1)C(=O)NC1=CC2=CC=CC=C2C=C1